ClC=1C=C(C=CC1)[C@@H](CO)NC(=O)C=1C=NN(C1)C1=NC(=NC=C1)NC1=CC=CC=C1 (S)-N-(1-(3-chlorophenyl)-2-hydroxyethyl)-1-(2-(phenylamino)pyrimidin-4-yl)-1H-pyrazole-4-amide